2-(6-fluoronaphthalen-1-yl)-N,N-dimethylacetamide FC=1C=C2C=CC=C(C2=CC1)CC(=O)N(C)C